tert-butyl (6R)-6-(((2R,3R,5R,6S)-5-((tert-butyldiphenylsilyl)oxy)-3-hydroxy-6-methyltetrahydro-2H-pyran-2-yl)oxy)-3-hydroxyheptanoate [Si](C1=CC=CC=C1)(C1=CC=CC=C1)(C(C)(C)C)O[C@@H]1C[C@H]([C@@H](O[C@H]1C)O[C@@H](CCC(CC(=O)OC(C)(C)C)O)C)O